[Ti+2].C(C)CC(CC(=O)[O-])=O.C(C)CC(CC(=O)[O-])=O bis(ethylacetoacetate) titanium